CC(C)(C)OC(=O)N1CC2(CO2)C1 1,1-Dimethylethyl-1-oxa-5-azaspiro[2.3]hexane-5-carboxylate